CC(C=O)=CC methyl-2-Butenal